NC1=CC(=C(C=C1)C(=O)C=1NC=2C=C(C3=C(C2C1)C=CC=C3)OC)OC (4-amino-2-methoxy-phenyl)-(5-methoxy-3H-benzo[e]indol-2-yl)-methanone